C(C)(C)(C)OC(N(CC=1SC=CC1)C1=C2C(=NC(=C1)Cl)C(=C(S2)C2OCC(CC2[N+](=O)[O-])=C)Br)=O (3-bromo-5-chloro-2-(5-methylene-3-nitrotetrahydro-2H-pyran-2-yl)thieno[3,2-b]pyridin-7-yl)(thiophen-2-ylmethyl)carbamic acid tert-butyl ester